N[C@H]1CN(CC1)C=1C=C(C=CC1)C(C)S(=O)(=O)NC1=CC(=C(C=C1)C1=CC2=C(N=CN=C2N2CCOCC2)N1)F 1-{3-[(3R)-3-aminopyrrolidin-1-yl]phenyl}-N-{3-fluoro-4-[4-(morpholin-4-yl)-7H-pyrrolo[2,3-d]pyrimidin-6-yl]phenyl}ethane-1-sulfonamide